N-(3-sulfopropyl)-N-methylethyl-N,N-dimethylammonium S(=O)(=O)(O)CCC[N+](CCC)(C)C